methyl-3-{[(2R)-1,4-dioxan-2-yl]methoxy}phenylalanine CN[C@@H](CC1=CC(=CC=C1)OC[C@@H]1OCCOC1)C(=O)O